(5-(4-Methylpiperazin-1-yl)pyridin-2-ylmethyl)-9H-pyrido[3,4-b]indole-1-carboxamide CN1CCN(CC1)C=1C=CC(=NC1)CC1=CC2=C(NC3=CC=CC=C23)C(=N1)C(=O)N